tert-butyl 4-[[3-(2,4-dioxohexahydropyrimidin-1-yl)phenyl]methyl]piperazine-1-carboxylate O=C1N(CCC(N1)=O)C=1C=C(C=CC1)CN1CCN(CC1)C(=O)OC(C)(C)C